(R)-2-((1R,2R)-2-(4-cyanophenyl)-2-(3-fluorophenyl)-1-hydroxyethyl)pyrrolidine-1-carboxylic acid tert-butyl ester C(C)(C)(C)OC(=O)N1[C@H](CCC1)[C@@H]([C@@H](C1=CC(=CC=C1)F)C1=CC=C(C=C1)C#N)O